ClC1=C(OC=2C=C3C4=C(NC3=CC2)C(NCC4(C)C)(C)C)C(=CC(=C1)[N+](=O)[O-])Cl 6-(2,6-Dichloro-4-nitrophenoxy)-1,1,4,4-tetramethyl-2,3,4,9-tetrahydro-1H-pyrido[3,4-b]indole